ClC=1C(=NC2=CC(=CC(=C2C1)F)CC[C@@]12[C@@H]([C@H]([C@@H]3OC(O[C@@H]31)(C)C)N3C=CC1=C3N=CN=C1)C2)N 3-Chloro-7-(2-((3aR,3bR,4aS,5R,5aS)-2,2-dimethyl-5-(7H-pyrrolo[2,3-d]pyrimidin-7-yl)tetrahydrocyclopropa-[3,4]cyclopenta[1,2-d][1,3]dioxol-3b(3aH)-yl)ethyl)-5-fluoroquinolin-2-amine